OCCN(C(=O)N(C)CCCN(C)CCCOCCOC)CCO 1,1-bis(2-hydroxyethyl)-3-(3-((3-(2-methoxyethoxy)propyl)(methyl)amino)propyl)-3-methylurea